2-(4-Methoxybenzyl)-6-(3-methyl-1-(4-methyl-4H-1,2,4-triazol-3-yl)cyclobutyl)isoindolin-1-one COC1=CC=C(CN2C(C3=CC(=CC=C3C2)C2(CC(C2)C)C2=NN=CN2C)=O)C=C1